4-acetyl-benzonitrile C(C)(=O)C1=CC=C(C#N)C=C1